oxa[4,6,10]triazacyclotridecine tert-Butyl-((3S,4S)-4-((3-methoxy-2-nitrophenoxy)methyl)tetrahydrofuran-3-yl)carbamate C(C)(C)(C)N(C(O)=O)[C@@H]1COC[C@H]1COC1=C(C(=CC=C1)OC)[N+](=O)[O-].O1C=CN=CN=CC=CN=CC=C1